(E)-2,4-dimethyl-valeramide CC(C(=O)N)CC(C)C